N-(4-(benzylthio)butyl)-2-((tert-butyldimethylsilyl)oxy)-N-(2-((tert-butyldimethylsilyl)oxy)dodecyl)dodecane-1-amine C(C1=CC=CC=C1)SCCCCN(CC(CCCCCCCCCC)O[Si](C)(C)C(C)(C)C)CC(CCCCCCCCCC)O[Si](C)(C)C(C)(C)C